FC1(CCN(CC1)C(=O)C=1C=C2C=CC=C(C2=CC1)C1=CC=2N(C=C1)C(N(N2)C)=O)F 7-(6-(4,4-difluoropiperidine-1-carbonyl)naphthalen-1-yl)-2-methyl-[1,2,4]triazolo[4,3-a]pyridin-3(2H)-one